P(=S)(O)(O)OC[C@@H]1[C@H](C[C@@H](O1)N1C=NC=2C(=O)NC(N)=NC12)O 2'-deoxyguanosine 5'-monothiophosphate